FC(C1=CC2=C(SC(=C2)C(N[C@H]2CCC[C@@H]3N(C2=O)[C@@H](CC3)C(=O)N3CC(C3)C3=C(C=NC=C3)F)=O)C=C1)P(O)(O)=O (fluoro(2-(((3S,6S,9aS)-3-(3-(3-fluoropyridin-4-yl)azetidine-1-carbonyl)-5-oxooctahydro-1H-pyrrolo[1,2-a]azepin-6-yl)carbamoyl)benzo[b]thiophen-5-yl)methyl)phosphonic acid